C(C)(C)(C)OC(=O)N1[C@@H](CN(CC1)CC(F)F)C.Cl.FC(CN1C[C@H](NCC1)C)F (R)-1-(2,2-difluoroethyl)-3-methylpiperazine hydrochloride Tert-butyl-(R)-4-(2,2-difluoroethyl)-2-methylpiperazin-1-carboxylate